F[C@H](C(=O)NC1=C(C=C(C=C1)NCC1=CC=C(C=C1)C(F)(F)F)NC)[C@H](CCCC)F (2R,3S)-2,3-Difluoro-N-(2-(methylamino)-4-((4-(trifluoromethyl)benzyl)amino)phenyl)heptanamid